[NH4+].C(=C)C1=NC=CC=C1 vinylpyridine ammonium salt